N1(CCCCC1)C1=CC=NC=N1 6-(piperidin-1-yl)pyrimidin